C(=O)(O)CN1CCN(CCN(CCN(CC1)CC(=O)O)CC(=O)O)C(C(=O)O)CCC(=O)O 2-(4,7,10-tris(carboxymethyl)-1,4,7,10-tetraazacyclododecan-1-yl)-pentanedioic acid